N-(3-(1H-imidazol-1-yl)benzyl)-N-(3-methoxybenzyl)-4-((2-(2-morpholinoethoxy)ethoxy)methyl)aniline N1(C=NC=C1)C=1C=C(CN(C2=CC=C(C=C2)COCCOCCN2CCOCC2)CC2=CC(=CC=C2)OC)C=CC1